4-(difluoroethylamino)furan-2(5H)-one FC(CNC1=CC(OC1)=O)F